C(C1=CC=CC=C1)N(C)C1=NC=2N(C(=C1)C=1C=NNC1)N=C(C2C2CCOCC2)C(=O)NC2=CC(=CC=C2)O (benzyl-(methyl)amino)-N-(3-hydroxyphenyl)-7-(1H-pyrazol-4-yl)-3-(tetrahydro-2H-pyran-4-yl)pyrazolo[1,5-a]pyrimidine-2-carboxamide